4-amino-7-fluoro-1-methyl-N-(5-(trifluoromethyl)indolin-1-yl)-1H-pyrazolo[4,3-c]quinoline-8-carboxamide NC1=NC=2C=C(C(=CC2C2=C1C=NN2C)C(=O)NN2CCC1=CC(=CC=C21)C(F)(F)F)F